2-[4-Methyl-4-[(3S)-3-pyrimidin-5-ylisoxazolidine-2-carbonyl]-1-piperidyl]pyrimidine-4-carboxamide CC1(CCN(CC1)C1=NC=CC(=N1)C(=O)N)C(=O)N1OCC[C@H]1C=1C=NC=NC1